2,6-Dichloro-4-((4,4-difluoro-3-methylpiperidin-1-yl)methyl)pyridine ClC1=NC(=CC(=C1)CN1CC(C(CC1)(F)F)C)Cl